3-chloro-1-octylindazole ClC1=NN(C2=CC=CC=C12)CCCCCCCC